(8-bromo-1,4-dihydro-2,3-benzoxazin-3-yl)-[2,6-dichloro-4-(1-methylpyrazol-4-yl)phenyl]methanone BrC1=CC=CC=2CN(OCC21)C(=O)C2=C(C=C(C=C2Cl)C=2C=NN(C2)C)Cl